(2-(hydroxymethyl)-2-isobutylpyrrolidin-1-yl)(7-methoxy-8-(1-methyl-1H-pyrazol-3-yl)-1-(thiophen-3-yl)-1,4-dihydrochromeno[4,3-c]pyrazol-3-yl)methanone OCC1(N(CCC1)C(=O)C=1C2=C(N(N1)C1=CSC=C1)C=1C=C(C(=CC1OC2)OC)C2=NN(C=C2)C)CC(C)C